Tert-butyl (2-{[4-(aminomethyl)pyridin-3-yl]oxy}ethyl)methylcarbamate NCC1=C(C=NC=C1)OCCN(C(OC(C)(C)C)=O)C